OCCC1CCC(CC1)NC(=O)C=1C2=C(N=C(N1)N1C=NC=C1)C=CN2 N-((1r,4r)-4-(2-hydroxyethyl)cyclohexyl)-2-(1H-imidazol-1-yl)-5H-pyrrolo[3,2-d]pyrimidine-4-carboxamide